N1=CC=C(C=C1)C=1N=C(C2=C(N1)C=NC=C2)N2CCC1(CC3COCCN3C1)CC2 1-(2-(pyridin-4-yl)pyrido[3,4-d]pyrimidin-4-yl)hexahydrospiro[piperidine-4,7'-pyrrolo[2,1-c][1,4]oxazine]